OC1CCC2=CC(=CC=C12)NC(C=C)=O N-(1-hydroxy-2,3-dihydro-1H-inden-5-yl)acrylamide